FC1=CC=C(C=C1)CC(=O)N1CCN(CC1)C1=NC=C(C=C1)C1=C2C=NC=NC2=CC(=C1)C=1C=NN(C1)C 2-(4-Fluorophenyl)-1-(4-(5-(7-(1-methyl-1H-pyrazol-4-yl)quinazolin-5-yl)pyridin-2-yl)piperazin-1-yl)ethan-1-one